CS(=O)(=O)N(CC(=O)N1CC2(CN(C2)C(=O)NCC#C)C1)C1CCN(CC1)[C@H](C)C1=CC=CC2=CC=CC=C12 (R)-6-((R)-N-(methylsulfonyl)-N-(1-(1-(naphthalen-1-yl)ethyl)piperidin-4-yl)glycyl)-N-(prop-2-yn-1-yl)-2,6-diazaspiro[3.3]heptane-2-carboxamide